NC=1N(NC=CN1)C1=CC(=C(C(=C1)Cl)OC1=CN(C(C=C1)=O)C(C)C)Cl amino-2-(3,5-dichloro-4-((1-isopropyl-6-oxo-1,6-dihydropyridin-3-yl)oxy)phenyl)-1,2,4-triazine